2-methyl-4-(2,2,3-trimethylcyclopentyl)but-3-en-1-ol CC(CO)C=CC1C(C(CC1)C)(C)C